ClC=1C(=NC(=CC1O)OCC1OCCCC1)CCC1=CC=C(C=C1)OCC 3-chloro-2-(4-ethoxyphenethyl)-6-((tetrahydro-2H-pyran-2-yl)methoxy)pyridin-4-ol